N-(1-(2,6-dimethoxyphenyl)-2-(5-methylpyridin-3-yl)-1H-imidazo[4,5-b]pyrazin-6-yl)cyclopropanesulfonamide COC1=C(C(=CC=C1)OC)N1C(=NC=2C1=NC(=CN2)NS(=O)(=O)C2CC2)C=2C=NC=C(C2)C